3-([1,1'-biphenyl]-4-ylmethyl)-5-amino-1,2,3-oxadiazole-3-ium chloride [Cl-].C1(=CC=C(C=C1)C[N+]1=NOC(=C1)N)C1=CC=CC=C1